(1S,3S,4S)-N-[(1R)-1-cyano-2-[(3S)-2-oxo-3-piperidyl]ethyl]-5,5-difluoro-2-[(2R)-4-methyl-2-[(2,2,2-trifluoroacetyl)amino]pentanoyl]-2-azabicyclo[2.2.2]octane-3-carboxamide C(#N)[C@@H](C[C@H]1C(NCCC1)=O)NC(=O)[C@H]1N([C@@H]2CC([C@H]1CC2)(F)F)C([C@@H](CC(C)C)NC(C(F)(F)F)=O)=O